3-(3'-Ethoxy-4'-(7-oxo-6,7-dihydro-3H-[1,2,3]triazolo[4,5-d]pyrimidin-5-yl)-[1,1'-biphenyl]-3-yl)propanamide C(C)OC=1C=C(C=CC1C=1NC(C2=C(N1)NN=N2)=O)C2=CC(=CC=C2)CCC(=O)N